Cl.FC(C=1C=C(C=CC1)C1=CC=C(C=C1)C1=CC=C(N1)C(=O)N)(F)F (2S,5R)-5-{4-[3-(trifluoromethyl)phenyl]-phenyl}-1H-pyrrole-2-carboxamide hydrochloride